[Br-].C(C)C(C(=O)OCC[N+](CCCCCCCCCCCCCCCC)(C)C)CCCC N-(2-((2-Ethylhexanoyl)oxy)ethyl)-N,N-dimethylhexadecane-1-aminium bromide